C(C1=CC=CC=C1)N1CC(C(CC1)(C(=O)OCC)CN1C(C2=CC=CC=C2C1=O)=O)=O Ethyl 1-benzyl-4-((1,3-dioxoisoindolin-2-yl) methyl)-3-oxopiperidine-4-carboxylate